3-(3-((2-methyl-7H-pyrrolo[2,3-d]pyrimidin-4-yl)amino)piperidin-1-yl)-3-oxopropanenitrile CC=1N=C(C2=C(N1)NC=C2)NC2CN(CCC2)C(CC#N)=O